O1C=CC2=C1C=CC(=C2)\C=C/2\C(NC(S2)=S)=O (Z)-5-(benzofuran-5-ylmethylene)-2-thioxothiazolidin-4-one